CN(C=1N=C(C(=NC1C)C(=O)N)NC1=CC(=CC(=C1)CCNC([C@H](C)NC)=O)F)C (S)-5-(dimethylamino)-3-((3-fluoro-5-(2-(2-(methylamino)propanamido)ethyl)phenyl)amino)-6-methylpyrazine-2-carboxamide